2-(pyrrolidin-1-yl)pyrimidine-5-carbaldehyde N1(CCCC1)C1=NC=C(C=N1)C=O